C(C)N(C1=CC=C2C=C(C(OC2=C1)=O)C(C=CC=1N(C=CC1)C)=O)CC 7-(diethylamino)-3-(3-(1-methyl-1H-pyrrol-2-yl)acryloyl)-2H-chromen-2-one